(E)-N-[4-(3-chloro-2-fluoro-anilino)-7-[2-[(1R,5S)-4-oxo-3-azabicyclo[3.1.0]hexan-1-yl]ethynyl]quinazolin-6-yl]-4-(2,2,3,3,5,5,6,6-octadeuteriomorpholin-4-yl)but-2-enamide ClC=1C(=C(NC2=NC=NC3=CC(=C(C=C23)NC(\C=C\CN2C(C(OC(C2([2H])[2H])([2H])[2H])([2H])[2H])([2H])[2H])=O)C#C[C@@]23CNC([C@H]3C2)=O)C=CC1)F